C1(CC1)C=1C=CC=2N(C1[C@@H](O)C=1N=NN(C1)C1=CC=C(C=C1)OCC1(COC1)F)C=NC2 |r| rac-(6-Cyclopropyl-imidazo[1,5-a]pyridin-5-yl)-{1-[4-(3-fluoro-oxetan-3-ylmethoxy)-phenyl]-1H-[1,2,3]triazol-4-yl}-methanol